3-((2,3,4-trifluorophenoxy)methyl)cyclobutanol FC1=C(OCC2CC(C2)O)C=CC(=C1F)F